dipentaErythritol hexakis(2-mercaptopropionate) SC(C(=O)OCC(COC(C(C)S)=O)(COCC(COC(C(C)S)=O)(COC(C(C)S)=O)COC(C(C)S)=O)COC(C(C)S)=O)C